2-(6-((Z)-((1R,2R,5S,7R)-2-fluoro-1,5,7-trimethyl-9-azabicyclo[3.3.1]nonan-3-ylidene)methyl)-1,2,4-triazin-3-yl)-5-(1H-imidazol-1-yl)phenol F[C@H]\1[C@]2(C[C@@H](C[C@@](C/C1=C/C1=CN=C(N=N1)C1=C(C=C(C=C1)N1C=NC=C1)O)(N2)C)C)C